BrC(CC)C=1C=NC=NC1 5-(1-bromopropyl)pyrimidine